6-((3S,4S)-4-amino-3-methyl-2-oxa-8-azaspiro[4.5]dec-8-yl)-3-(3,4-dichloro-2-Methyl-2H-indazol-5-yl)-1H-pyrazolo[3,4-d]pyrimidine-4-carboxamide N[C@@H]1[C@@H](OCC12CCN(CC2)C2=NC(=C1C(=N2)NN=C1C1=C(C2=C(N(N=C2C=C1)C)Cl)Cl)C(=O)N)C